KALIUM-ALUMINIUM [Al].[K]